COC1=CC=C(C=N1)C(N1CCN(CC1)C(=O)OC(C)(C)C)C=1C=NC(=CC1)OC tert-butyl 4-(bis(6-methoxypyridin-3-yl)methyl)piperazine-1-carboxylate